O1CCC=2C1=NC=CC2C=2C=CC1=C(C(NC=3CN(CCC13)C)=O)C2 8-(2,3-dihydrofuro[2,3-b]pyridin-4-yl)-3-methyl-1,3,4,5-tetrahydrobenzo[c][1,7]naphthyridin-6(2H)-one